(2S,3R,4R,5S)-N-(2-(2,2-dimethyl-1,3-dioxolan-4-yl)pyrimidin-5-yl)-3-(4-fluoro-2-(2-methoxyethoxy)-3-methylphenyl)-4,5-dimethyl-5-(trifluoromethyl)tetrahydrofuran-2-carboxamide CC1(OCC(O1)C1=NC=C(C=N1)NC(=O)[C@H]1O[C@@]([C@@H]([C@@H]1C1=C(C(=C(C=C1)F)C)OCCOC)C)(C(F)(F)F)C)C